CC1=C(N=NN1C1CCN(CC1)C1COC1)C=1C=C(C=2N(C1)N=CC2C#N)NC(C)C=2C=NC=C(C2)C(F)(F)F 6-[5-Methyl-1-[1-(oxetan-3-yl)-4-piperidyl]triazol-4-yl]-4-[1-[5-(trifluoromethyl)-3-pyridyl]ethylamino]pyrazolo[1,5-a]pyridine-3-carbonitrile